4-(3-(tert-butyl)phenyl)-2-methylpyridine C(C)(C)(C)C=1C=C(C=CC1)C1=CC(=NC=C1)C